COC(N(C)C)OC 1,1-dimethoxy-N,N-dimethyl-methanamine